C(CCNC1=C(C=C(C(=O)N)C=C1)[N+](=O)[O-])NC1=C(C=C(C(=O)N)C=C1)[N+](=O)[O-] 4,4'-(Propane-1,3-diylbis(azanediyl))bis(3-nitrobenzamide)